(3-((3-chlorobenzyl)oxy)phenyl)boronic acid ClC=1C=C(COC=2C=C(C=CC2)B(O)O)C=CC1